3-(4-(1-amino-2-methyl-1-oxoprop-2-yl)phenyl)-2,2-dimethylpropionic acid tert-butyl ester C(C)(C)(C)OC(C(CC1=CC=C(C=C1)C(C(=O)N)(C)C)(C)C)=O